6-(2,6-difluoro-4-(7-((1-isopropylazetidin-3-yl)oxy)-2-methyl-2H-indazol-4-yl)benzyl)-6,7-dihydro-5H-pyrrolo[3,4-b]pyridin-5-one-7,7-d2 FC1=C(CN2C(C3=NC=CC=C3C2=O)([2H])[2H])C(=CC(=C1)C=1C2=CN(N=C2C(=CC1)OC1CN(C1)C(C)C)C)F